(Z)-1-(azetidin-1-yl)-3-(3-(3,5-bis(trifluoromethyl)phenyl)-1H-1,2,4-triazol-1-yl)prop-2-en-1-one N1(CCC1)C(\C=C/N1N=C(N=C1)C1=CC(=CC(=C1)C(F)(F)F)C(F)(F)F)=O